FC=1C(=CC2=CN(N=C2C1)C1CC(C1)C=O)NC(=O)C1=NC(=CC=C1)C(F)(F)F N-(6-fluoro-2-((1S,3S)-3-formylcyclobutyl)-2H-indazol-5-yl)-6-(trifluoromethyl)pyridineformylAmine